3,3':4',3''-Terthiophene S1C=C(C=C1)C1=CSC=C1C1=CSC=C1